C[C@@H]1N(CCN(C1)C)C(=O)[C@@H]1CC2=C(CN1C)NC(=N2)C2=NNC1=CC(=CC=C21)C2=C(C=C(C(=C2)F)O)CC ((S)-2,4-dimethylpiperazin-1-yl)((S)-2-(6-(2-ethyl-5-fluoro-4-hydroxyphenyl)-1H-indazol-3-yl)-5-methyl-4,5,6,7-tetrahydro-3H-imidazo[4,5-C]pyridin-6-yl)methanone